ClC1=C2C(=NC(=C1)C(=O)O)C(=CN2)F 7-chloro-3-fluoro-1H-pyrrolo[3,2-b]pyridine-5-carboxylic acid